(E)-1-((3S,8S,9S,10R,13S,14S,17S)-3-hydroxy-10,13-dimethyl-2,3,4,7,8,9,10,11,12,13,14,15,16,17-tetradecahydro-1H-cyclopenta[a]phenanthren-17-yl)ethan-1-one oxime O[C@H]1CC[C@@]2([C@H]3CC[C@@]4([C@H](CC[C@H]4[C@@H]3CC=C2C1)/C(/C)=N/O)C)C